FC1=C(C=CC(=C1F)C=1C(=NN(C1)CC(NC1COCCC1)=O)C)C1=CN=C(N1C)C(=O)N 5-[2,3-difluoro-4-[3-methyl-1-[2-oxo-2-(tetrahydropyran-3-ylamino)ethyl]pyrazol-4-yl]phenyl]-1-methyl-imidazole-2-carboxamide